C1(CC1)[C@]1(C(N(C[C@H]1C)C=1C=2N(N=CC1)C=C(C2)C=2C=NN1C2CCCC1)=O)C#N (3R,4S)-3-cyclopropyl-4-methyl-2-oxo-1-[6-(4,5,6,7-tetrahydropyrazolo[1,5-a]pyridin-3-yl)pyrrolo[1,2-b]pyridazin-4-yl]pyrrolidine-3-carbonitrile